ClCC=1SC(=NN1)C1=CC(=C(C=C1)C(F)(F)F)F 2-(chloromethyl)-5-(3-fluoro-4-(trifluoromethyl)phenyl)-1,3,4-thiadiazole